octendiene HCL Cl.C=CC=CC=CCC